3,5,7-trimethyloct-5-enal CC(CC=O)CC(=CC(C)C)C